O1COC2=C1C=CC(=C2)CCC2(C(N(C(=C(C2)C(=O)N(C)C)C)C2=CC(=CC=C2)C(F)(F)F)=O)C(=O)N 3-[2-(1,3-benzodioxol-5-yl)ethyl]-N5,N5,6-trimethyl-2-oxo-1-[3-(trifluoromethyl)phenyl]-1,2-dihydropyridine-3,5-dicarboxamide